5-amino-3-[3-(benzyloxy)-4-nitrophenyl]-1-tert-butyl-1H-pyrazole-4-carbonitrile NC1=C(C(=NN1C(C)(C)C)C1=CC(=C(C=C1)[N+](=O)[O-])OCC1=CC=CC=C1)C#N